methyl 3-[[7-(5-methyl-1,2,4-oxadiazol-3-yl)-1-isoquinolyl]amino]cyclobutane-carboxylate CC1=NC(=NO1)C1=CC=C2C=CN=C(C2=C1)NC1CC(C1)C(=O)OC